C(C)C1=NC(=NC=C1C=1C=C(C=2N(C1)C=CN2)C)N2CCC(CC2)N2C[C@H]([C@@H](C2)OC)NC(OC(C)(C)C)=O tert-butyl N-[(3R,4R)-1-[1-[4-ethyl-5-(8-methylimidazo[1,2-a]pyridin-6-yl)pyrimidin-2-yl]-4-piperidyl]-4-methoxy-pyrrolidin-3-yl]carbamate